CC(C)C1CCC(CC1)O 4-(propan-2-yl)cyclohexan-1-ol